NC1=NN2C(C=C(C=C2)C=2C(=C(C(=O)NCC[C@@H](O)C3=CC=C(C=C3)Cl)C=CC2F)F)=N1 (R)-3-(2-amino-[1,2,4]triazolo[1,5-a]pyridin-7-yl)-N-(3-(4-chlorophenyl)-3-hydroxypropyl)-2,4-difluorobenzamide